C[C@@H]1OC[C@H](CO1)C(=O)O trans-2-methyl-1,3-dioxane-5-carboxylic acid